C(C)OCC1(CCN(CC1)CC1=CN=C(S1)C)CCC=1SC=CC1 5-((4-(ethoxymethyl)-4-(2-(thiophen-2-yl)ethyl)piperidin-1-yl)methyl)-2-methylthiazole